1,2-dimethoxy-1,2-dibromoethane COC(C(Br)OC)Br